Cl.BrC1=C(C=2N(C=C1)C=NC2CN)F (7-bromo-8-fluoroimidazo[1,5-a]pyridin-1-yl)methanamine hydrochloride salt